2,5-dimethoxy-4-bromophenylethylamine COC1=C(C=C(C(=C1)Br)OC)CCN